BrC1=C(C=C(C=C1)Br)[N-]SCC(CCCC)CC (2,5-dibromophenyl)-2-ethylhexylthioamide